N-(4-(2-amino-3-(3-methyl-3-(piperazin-1-yl)but-1-ynyl)pyridin-4-yloxy)-3-fluorophenyl)-3-cyclohexyl-1-ethyl-2,4-dioxo-1,2,3,4-tetrahydropyrimidine-5-carboxamide NC1=NC=CC(=C1C#CC(C)(N1CCNCC1)C)OC1=C(C=C(C=C1)NC(=O)C=1C(N(C(N(C1)CC)=O)C1CCCCC1)=O)F